C(C1=CC=CC=C1)N(CC(C(OCCOCCOCCOCCOCC(=O)OCC)(C)C)F)CC1=CC=CC=C1 2-Ethyl 2-[2-[2-[2-[2-[3-(dibenzylamino)-2-fluoro-1,1-dimethyl-propoxy]ethoxy]ethoxy]ethoxy] ethoxy]acetate